FC1=C(C=CC(=C1)F)N1N=NC(=C1C)C(=O)N(C)OC 1-(2,4-difluorophenyl)-N-methoxy-N,5-dimethyl-1H-1,2,3-triazole-4-carboxamide